C(CC#C)N1CCC(CC1)(O)C1=C(C=CC=C1)OC 1-(but-3-ynyl)-4-(2-methoxyphenyl)piperidin-4-ol